(1R,3S)-3-(3-((8-chloro-1,1-dioxidothiochroman-5-yl)amino)-1H-pyrazol-5-yl)cyclopentyl (4-nitrophenyl) carbonate C(O[C@H]1C[C@H](CC1)C1=CC(=NN1)NC1=C2CCCS(C2=C(C=C1)Cl)(=O)=O)(OC1=CC=C(C=C1)[N+](=O)[O-])=O